CN([C@H](C(=O)O)C)C(=O)OC(C)(C)C (2S)-2-[methyl-[(2-methylprop-2-yl)oxycarbonyl]amino]propanoic acid